ClC1=CC=C(S1)CNC1=CC(=NN1C(=O)C1=COC(=C1)C)C1CN(CCN1)C(C(C)(C)C)=O 1-[3-(5-{[(5-chlorothiophen-2-yl)methyl]amino}-1-(5-methylfuran-3-carbonyl)-1H-pyrazol-3-yl)piperazin-1-yl]-2,2-dimethylpropan-1-one